COC=1C=C(C=C(C1OC)OC)C(C)C1=C(C=C(O)C=C1)O 4-[1-(3,4,5-trimethoxyphenyl)ethyl]resorcinol